ClC=1C=C2C(=C(C(NC2=CN1)=O)C1=NN(C(C1)C1=CC=C(C=C1)C)C(CC)=O)C 6-chloro-4-methyl-3-(1-propionyl-5-(p-tolyl)-4,5-dihydro-1H-pyrazol-3-yl)-1,7-naphthyridin-2(1H)-one